C1(=CC=CC=C1)C(=CC(C(=O)O)CC(=O)O)C=1C=C(C=CC1)C 2-(2-phenyl-2-(m-tolyl)vinyl)succinic acid